3-[[4-[8-Chloro-7-[2-methyl-3-(2-trimethylsilylethoxymethyl)benzimidazol-5-yl]oxy-quinoxalin-2-yl]pyrazol-1-yl]methyl]-N,N-dimethyl-cyclobutanamine ClC=1C(=CC=C2N=CC(=NC12)C=1C=NN(C1)CC1CC(C1)N(C)C)OC1=CC2=C(N=C(N2COCC[Si](C)(C)C)C)C=C1